N-(3-(2-(1,1-difluoroethyl)-6-ethylpyrimidin-4-yl)-1-isopropyl-1H-pyrrolo[2,3-c]pyridin-5-yl)acetamide FC(C)(F)C1=NC(=CC(=N1)C1=CN(C2=CN=C(C=C21)NC(C)=O)C(C)C)CC